(R)-3-t-butoxycarbonylaminopyrrolidine C(C)(C)(C)OC(=O)N[C@H]1CNCC1